C(#N)[C@H]1CN(C[C@@H]1C1=CC=CC=C1)C(=O)[C@@H]1CC[C@H]2N1C([C@H](CC[C@H](C2)CC)NC(=O)C2=CC1=C(S2)C=CC(=C1)C(F)P(O)(O)=O)=O ((2-(((3S,6S,9R,10aR)-3-((3R,4S)-3-cyano-4-phenylpyrrolidine-1-carbonyl)-9-ethyl-5-oxodecahydropyrrolo[1,2-a]azocin-6-yl)carbamoyl)benzo[b]thiophen-5-yl)fluoromethyl)phosphonic acid